COC1=C(C=C2C3=C(N(C2=C1)C)C(=NC=C3)C)N3CCN(CC3)S(=O)(=O)C3=CC=CC=C3 7-methoxy-1,9-dimethyl-6-(4-(phenylsulfonyl)piperazin-1-yl)-9H-pyrido[3,4-b]indole